C(C)(=O)N1CC(CC1)(C(=O)O)NC([C@H](CCCN1C(=NC=C1)[N+](=O)[O-])NC(=O)OC(C)(C)C)=O 1-acetyl-3-[(2S)-2-{[(tert-butoxy)carbonyl]amino}-5-(2-nitro-1H-imidazol-1-yl)pentanamido]pyrrolidine-3-carboxylic acid